CN1C=2N([C@@H](C(=C1C)C(=O)NC=1C=C3C(=NNC3=CC1)C1=CC(=NC=C1)N1CCNCC1)C)N=NN2 (7R)-4,5,7-trimethyl-N-[3-(2-piperazin-1-yl-4-pyridinyl)-1H-indazol-5-yl]-7H-tetrazolo[1,5-a]Pyrimidine-6-carboxamide